ClC1=CC=2N(C=C1)N=CC2C2=CN=C(S2)C(=O)N[C@H](COC)C2=NC=CC(=C2)NS(=O)(=O)C2CC2 (S)-5-(5-chloropyrazolo[1,5-a]pyridin-3-yl)-N-(1-(4-(cyclopropanesulfonamido)pyridin-2-yl)-2-methoxyethyl)thiazole-2-carboxamide